Cl.CN(C/C=C/C(=O)Cl)C (E)-4-(Dimethylamino)but-2-enoyl chloride hydrochloride